(R)-1-isopropyl-aziridine tert-butyl-N-[[7-benzyloxy-5-fluoro-6-(1,1,4-trioxo-1,2,5-thiadiazolidin-2-yl)naphthalene-2-carbonyl]amino]carbamate C(C)(C)(C)OC(NNC(=O)C1=CC2=CC(=C(C(=C2C=C1)F)N1S(NC(C1)=O)(=O)=O)OCC1=CC=CC=C1)=O.C(C)(C)N1CC1